trans-Fumaric acid C(\C=C\C(=O)O)(=O)O